N-(4-(4-amino-3-(3-chloro-4-((4-methylpyrimidin-2-yl)oxy)phenyl)-7-cyano-1-methyl-1H-pyrrolo[3,2-c]pyridin-2-yl)-3-methylphenyl)methacrylamide NC1=NC=C(C2=C1C(=C(N2C)C2=C(C=C(C=C2)NC(C(=C)C)=O)C)C2=CC(=C(C=C2)OC2=NC=CC(=N2)C)Cl)C#N